C(C=C)(=O)N1C(CN(CC1)C1=NC(=NC=2CC(CCC12)N1CCCC2=CC=C(C=C12)F)N1CC(C(C1)OC)N(C)C)CC#N 2-(1-acryloyl-4-(2-(3-(dimethylamino)-4-methoxypyrrolidin-1-yl)-7-(7-fluoro-3,4-dihydroquinolin-1(2H)-yl)-5,6,7,8-tetrahydroquinazolin-4-yl)piperazin-2-yl)acetonitrile